CC=1C=CC=C2CCC(C12)=O 7-methyl-2,3-dihydro-1H-inden-1-one